FC(CCCCN1[C@@H]2CCC[C@H]1CC2)(C=2C=C(C=C(C2)C(F)(F)F)C2=CC=CC=C2)F (1R,3r,5S)-8-(5,5-difluoro-5-(5-(trifluoromethyl)-[1,1'-biphenyl]-3-yl)amyl)-8-aza-bicyclo[3.2.1]octane